2'-chloro-2,3,5,6-tetrahydrospiro[pyran-4,5'-pyrrolo[2,3-d]pyrimidin]-6'(7'H)-one ClC=1N=CC2=C(N1)NC(C21CCOCC1)=O